C(C)(=O)OC=1C(OC(=CC1)C(=O)[O-])=O.[Na+] sodium 3-acetoxy-2-oxo-2H-pyran-6-carboxylate